C1(CC1)C1=C(C(=NO1)C1=C(C=CC=C1Cl)Cl)/C=C/C1CCN(CC1)C1=NC2=CC=C(C=C2C=C1)C(=O)O (E)-2-(4-(2-(5-cyclopropyl-3-(2,6-dichlorophenyl)isoxazol-4-yl)vinyl)piperidin-1-yl)quinoline-6-carboxylic acid